benzofurano[2,3-d]pyridazine C1=C2C(=CN=N1)OC1=C2C=CC=C1